decahydronaphthalenedimethanol C1(C(CCC2CCCCC12)CO)CO